(R)-N-(pyrrolidin-3-ylmethyl)-4-(1H-pyrrolo[2,3-b]pyridin-4-yl)-3,4-dihydro-2H-1,4-thiazine-6-carboxamide hydrochloride Cl.N1C[C@@H](CC1)CNC(=O)C1=CN(CCS1)C1=C2C(=NC=C1)NC=C2